1-(5-(aminomethyl)thiophen-2-yl)-2-((2-methyl-8-(methylamino)-6-(trifluoromethyl)quinazolin-4-yl)thio)ethan-1-one hydrochloride Cl.NCC1=CC=C(S1)C(CSC1=NC(=NC2=C(C=C(C=C12)C(F)(F)F)NC)C)=O